Cl.ClC=1C(=NC=C(C1)C(F)(F)F)CN 1-[3-chloro-5-(trifluoromethyl)pyridin-2-yl]methylamine hydrochloride